4-bromo-6-chloro-2-methylpyridazin-3(2H)-one BrC=1C(N(N=C(C1)Cl)C)=O